4,5-diamino-1-(beta-hydroxyethyl)pyrazole NC=1C=NN(C1N)CCO